(3S)-8,9-difluoro-5-(8-fluoro-3-quinolyl)-2,2,3-trimethyl-3H-1,4-benzoxazepine FC1=C(C2=C(C(=N[C@H](C(O2)(C)C)C)C=2C=NC3=C(C=CC=C3C2)F)C=C1)F